5-methylpiperidine-2-carboxylic acid hydrochloride Cl.CC1CCC(NC1)C(=O)O